S(N)(=O)(=O)C1=CC=C(C=C1)S(=O)(=O)N1C[C@@H](CCC1)C(=O)OCC Ethyl (R)-1-((4-sulfamoylphenyl)sulfonyl)piperidine-3-carboxylate